3-benzoyl-4-hydroxy-1-methylquinolin C(C1=CC=CC=C1)(=O)C=1CN(C2=CC=CC=C2C1O)C